(S)-2-((R)-3-(5-(aminomethyl)-6-oxo-1,6-dihydropyridin-3-yl)-4,4-difluoropiperidin-1-yl)-N-(2,2-difluoro-[1,3]dioxolo[4',5':4,5]benzo[1,2-d]thiazol-6-yl)propanamide NCC1=CC(=CNC1=O)[C@@H]1CN(CCC1(F)F)[C@H](C(=O)NC=1SC2=C(N1)C=C1C(=C2)OC(O1)(F)F)C